NC1=NC(=C(C=2N1N=C(N2)CC2=NC=CC=C2)C=2C=NN1N=CC=CC12)C1=C(C#N)C=CC=C1 (5-amino-8-(pyrazolo[1,5-b]pyridazin-3-yl)-2-(pyridin-2-ylmethyl)-[1,2,4]triazolo[1,5-c]pyrimidin-7-yl)benzonitrile